tert-butyl 6,6-difluoro-3-[(6-iodopyridazin-3-yl)(methyl) amino]-8-azabicyclo[3.2.1]octane-8-carboxylate FC1(C2CC(CC(C1)N2C(=O)OC(C)(C)C)N(C)C=2N=NC(=CC2)I)F